C(#N)C=1C=CC(=NC1)N1C(C(N(CC1)C(=O)OC(C)(C)C)(C)C)=O tert-Butyl 4-(5-cyanopyridin-2-yl)-2,2-dimethyl-3-oxopiperazine-1-carboxylate